(S)-tert-butyl 3-(2-((6-cyanoimidazo[1,2-a]pyridin-2-yl)amino)isonicotinamido)pyrrolidine-1-carboxylate C(#N)C=1C=CC=2N(C1)C=C(N2)NC=2C=C(C(=O)N[C@@H]1CN(CC1)C(=O)OC(C)(C)C)C=CN2